O=[Cr](=O)(=O)(=O)(=O)(=O)(=O)(=O)(=O)=O deca-oxo-chromium